5-{2-amino-[1,2,4]triazolo[1,5-a]pyridin-7-yl}-2-chloro-N-(3-phenylbutyl)pyridine-3-carboxamide NC1=NN2C(C=C(C=C2)C=2C=C(C(=NC2)Cl)C(=O)NCCC(C)C2=CC=CC=C2)=N1